NC1=C2N=CN(C2=NC=N1)CC(=O)N1[C@H]2C[C@H]2C[C@H]1C(=O)NCC1=C(C(=CC=C1)Cl)F (1S,3S,5S)-2-(2-(6-amino-9H-purin-9-yl)acetyl)-N-(3-chloro-2-fluorophenylmethyl)-2-azabicyclo[3.1.0]hexane-3-carboxamide